CN1C(=NC=C1CN1CCCCC1)C(=O)NC=1C(=C(C=CC1)C1=CC=CC=C1)C (2S)-1-[(1-Methyl-2-{[(2-methylbiphenyl-3-yl)amino]carbonyl}-1H-imidazol-5-yl)methyl]piperidin